COC1=C(C=NC(=C1)NC)C1=CNC2=NC(=CC=C21)NC(=O)C2CC2 N-[3-[4-methoxy-6-(methylamino)pyridin-3-yl]-1H-pyrrolo[2,3-b]pyridin-6-yl]cyclopropanecarboxamide